The molecule is a a monocarboxylic acid amide obtained by the formal condensation of the amino group of 3-[(1S)-1-amino-3-methylbutyl]-8-hydroxy-3,4-dihydro-1H-isochromen-1-one with the carboxy group of 4-amino-2,3-dihydroxy-6-methylheptanoic acid (the 2S,3S,4S stereoisomer). It is isolated from the culture broth of Bacillus sp.PhM-PHD-090 and exhibits potent antitumour activity. It has a role as an antimicrobial agent, an antineoplastic agent and a bacterial metabolite. It is a member of isocoumarins, a secondary alcohol, a member of phenols, a primary amino compound and a monocarboxylic acid amide. CC(C)C[C@@H]([C@@H]1CC2=C(C(=CC=C2)O)C(=O)O1)NC(=O)[C@H]([C@H]([C@H](CC(C)C)N)O)O